NCCCCCCCCCCCCCCN(C(=O)C1CN(CCC1)C1=CN=CC2=CC=CC=C12)C=1C=CC(N(C1)CC(=O)O)=O {5-[N-(14-Aminotetradecyl)1-(isoquinolin-4-yl)piperidine-3-amido]-2-oxopyridin-1-yl}acetic acid